C(C1=CC=CC=C1)N1CCC(CC1)COC1=CC=C2C(=N1)SC(=N2)C2=CC=C(C=C2)S(=O)(=O)C 5-((1-benzylpiperidin-4-yl)methoxy)-2-(4-(methylsulfonyl)phenyl)thiazolo[5,4-b]pyridine